BrC1=NC=NC(=C1)C(F)(F)F 4-bromo-6-(trifluoromethyl)pyrimidine